[7-(5-Chloro-3-fluoro-2-pyridyl)-2,7-diazaspiro[3.5]nonan-2-yl]-[6-(5-cyclopropyl-4H-1,2,4-triazol-3-yl)-2-azaspiro[3.3]heptan-2-yl]methanone ClC=1C=C(C(=NC1)N1CCC2(CN(C2)C(=O)N2CC3(C2)CC(C3)C3=NN=C(N3)C3CC3)CC1)F